4,5-dicyano-2-trifluoromethyl-imidazole Lithium [Li].C(#N)C=1N=C(NC1C#N)C(F)(F)F